1-(3-Chloro-4-methyl-phenyl)-[1]benzopyrano[3,4-d]imidazol-4(1H)-one ClC=1C=C(C=CC1C)N1C=NC2=C1C1=C(OC2=O)C=CC=C1